1-isobutyryl-6-methyl-N-(4-(pyrimidin-2-yl)benzyl)piperazine-2-carboxamide C(C(C)C)(=O)N1C(CNCC1C)C(=O)NCC1=CC=C(C=C1)C1=NC=CC=N1